ethyl 2-(4-(2-(cyclopropanesulfonamido)pyrimidin-4-yl)-4-((5-(6-ethoxypyrazin-2-yl)pyridin-2-yl)carbamoyl)piperidin-1-yl)acetate C1(CC1)S(=O)(=O)NC1=NC=CC(=N1)C1(CCN(CC1)CC(=O)OCC)C(NC1=NC=C(C=C1)C1=NC(=CN=C1)OCC)=O